[C@H]12CN(C[C@H](CC1)N2)C=2C1=C(N=C(N2)OCC23CCCN3CC(C2)=CF)C(=C(N=C1)C1=CC(=CC2=CC=CC(=C12)C#C)O)F 4-(4-((1R,5S)-3,8-diazabicyclo[3.2.1]octan-3-yl)-8-fluoro-2-((2-(fluoromethylene)tetrahydro-1H-pyrrolizin-7a(5H)-yl)methoxy)pyrido[4,3-d]pyrimidin-7-yl)-5-ethynylnaphthalen-2-ol